2-(6-bromo-4-iodo-1H-indazol-3-yl)isoindoline-1,3-dione BrC1=CC(=C2C(=NNC2=C1)N1C(C2=CC=CC=C2C1=O)=O)I